3-(hydroxymethyl)-2-methoxyphenylboronic acid OCC=1C(=C(C=CC1)B(O)O)OC